N-[3-[3-[(SR)-[1-[(4aR,8aS)-3-oxo-4,4a,5,7,8,8a-hexahydropyrido[4,3-b][1,4]oxazine-6-carbonyl]-4-piperidinyl]-phenyl-methyl]phenyl]propyl]carbamic acid tert-butyl ester C(C)(C)(C)OC(NCCCC1=CC(=CC=C1)[C@H](C1=CC=CC=C1)C1CCN(CC1)C(=O)N1C[C@@H]2[C@@H](OCC(N2)=O)CC1)=O |&1:16|